F[C@@H](CN(CC[C@@H](C(=O)O)NC([C@@](C)(C1=CC=CC=C1)O)=O)CCCCC1=NC=2NCCCC2C=C1)COC (S)-4-(((S)-2-fluoro-3-methoxypropyl)(4-(5,6,7,8-tetrahydro-1,8-naphthyridin-2-yl)butyl)amino)-2-((R)-2-hydroxy-2-phenylpropanamido)butanoic acid